mono-chlorophosphine ClP